C1(=C(C(=CC2=CC=CC=C12)P(C1=CC=CC=C1)C1=CC=CC=C1)P(C1=CC=CC=C1)C1=CC=CC=C1)C1=CC=CC2=CC=CC=C12 Binaphthalendiyl-bis[diphenylphosphine]